3-((2S,6R)-2,6-dimethylmorpholino)benzene-1,2-diamine C[C@@H]1O[C@@H](CN(C1)C1=C(C(=CC=C1)N)N)C